[Na].[Li] lithium-sodium salt